C(C1=CC=CC=C1)O[C@@H]1[C@H](O[C@@H]([C@H]([C@@H]1OCC1=CC=CC=C1)OCC1=CC=CC=C1)CO)OC[C@@H]1[C@H]([C@@H]([C@@H]([C@@H](O1)O[C@H]1[C@@H]([C@H]([C@H](OCC2=CC=CC=C2)O[C@@H]1COCC1=CC=CC=C1)NC(C)=O)OCC1=CC=CC=C1)OCC1=CC=CC=C1)OCC1=CC=C(C=C1)OC)OCC1=CC=CC=C1 Benzyl 2,3,4-tri-O-benzyl-α-D-mannopyranosyl-(1→6)-2,4-di-O-benzyl-3-O-p-methoxybenzyl-β-D-mannopyranosyl-(1→4)-2-acetamido-3,6-di-O-benzyl-2-deoxy-β-D-glucopyranoside